4-(4-(4-(4,4,5,5-tetramethyl-1,3,2-dioxaborolan-2-yl)benzyl)piperazin-1-yl)benzonitrile CC1(OB(OC1(C)C)C1=CC=C(CN2CCN(CC2)C2=CC=C(C#N)C=C2)C=C1)C